C(C)(=O)OC1C(OC(C(C1OC(C)=O)OC(C)=O)OC1=CC=C(C=C1)C=O)C(=O)[O-] 3,4,5-triacetoxy-6-(4-formylphenoxy)tetrahydropyran-2-carboxylate